FC1=C2C(NC(=NC2=CC(=C1)F)C1=CC(=C(C(=C1)C)OCOC)C)=O 5,7-difluoro-2-(4-methoxymethoxy-3,5-dimethyl-phenyl)-3H-quinazolin-4-one